6-chloro-3,4-dihydro-1H-benzo[c][1,2,6]thiadiazine 2,2-dioxide ClC1=CC2=C(NS(NC2)(=O)=O)C=C1